benzyl-1-[(4-methoxyphenyl)methyl]-2',5-dimethyl-6'-(1-methyltriazol-4-yl)spiro[indoline-3,4'-piperidin]-2-one C(C1=CC=CC=C1)N1C(CC2(CC1C=1N=NN(C1)C)C(N(C1=CC=C(C=C12)C)CC1=CC=C(C=C1)OC)=O)C